C1(CC1)NC(C1=C(C=C(C=C1OC)C1=CN=C2N1C=CC(=C2)C2CCNCC2)OC(F)F)=O N-cyclopropyl-2-(difluoromethoxy)-6-methoxy-4-[7-(4-piperidyl)imidazo[1,2-a]pyridin-3-yl]benzamide